COC1CCN(CC1)C1=NC(=CC(=C1)C1=NC=2C=CC3=C(C2C=C1)C1=C(S3)CN[C@@H](CN1)C)C=C (R)-3-(2-(4-methoxypiperidin-1-yl)-6-vinylpyridin-4-yl)-10-methyl-9,10,11,12-tetrahydro-8H-[1,4]diazepino[5',6':4,5]thieno[3,2-f]quinolin